OC1(COC1)C1=CC=C(C=C1)NC(=O)N1CCC(CC1)OC=1C=NC(=CC1)C(F)(F)F N-(4-(3-hydroxyoxetan-3-yl)phenyl)-4-((6-(trifluoromethyl)pyridin-3-yl)oxy)piperidine-1-carboxamide